acryloyloxypropyl-ethyl-dimethoxysilane C(C=C)(=O)OCCC[Si](OC)(OC)CC